(R)-3-((3-benzyl-5-(4-fluorophenyl)-2-methyl-1,1-dioxido-7-(trifluoromethyl)-2,3,4,5-tetrahydrobenzo[f][1,2,5]thiadiazepin-8-yl)oxy)-2,2-dimethylpropanoic acid C(C1=CC=CC=C1)[C@H]1N(S(C2=C(N(C1)C1=CC=C(C=C1)F)C=C(C(=C2)OCC(C(=O)O)(C)C)C(F)(F)F)(=O)=O)C